tert-butyl (R)-2-(6-cyano-1-(2-(2-methoxyphenyl)-2-((tetrahydro-2H-pyran-4-yl) oxy) ethyl)-5-methyl-2,4-dioxo-1,2-dihydrothieno[2,3-d]pyrimidin-3(4H)-yl)-2-methylpropionate C(#N)C1=C(C2=C(N(C(N(C2=O)C(C(=O)OC(C)(C)C)(C)C)=O)C[C@H](OC2CCOCC2)C2=C(C=CC=C2)OC)S1)C